NC(CC(=O)O)C(NC(C(=O)OC)C(C)O)=O 3-Amino-3-[(3-hydroxy-1-methoxy-1-oxobutan-2-yl)carbamoyl]propanoic acid